7-Amino-8-(7-fluoro-1-(tetrahydro-2H-pyran-2-yl)-1H-indazol-4-yl)-2,3-dimethylpyrido[2,3-b]pyrazin-6(5H)-one NC1=C(C=2C(=NC(=C(N2)C)C)NC1=O)C1=C2C=NN(C2=C(C=C1)F)C1OCCCC1